7-amino-4-morpholinobenzo[c][1,2,5]oxadiazole-5-carbonitrile NC1=CC(=C(C=2C1=NON2)N2CCOCC2)C#N